(2R,3S,5R)-5-(6-amino-2-fluoro-9H-purin-9-yl)-2-(2-hydroxyethyl)-2-(hydroxymethyl)tetrahydrofuran-3-ol NC1=C2N=CN(C2=NC(=N1)F)[C@H]1C[C@@H]([C@](O1)(CO)CCO)O